C12CCC(C=3C(=CC=CC13)O)C2 1,2,3,4-tetrahydro-1,4-methanonaphthalen-5-ol